1-(tert-butyl) 2-methyl (2R)-4-((4-fluoronaphthalen-1-yl)methyl)pyrrolidine-1,2-dicarboxylate FC1=CC=C(C2=CC=CC=C12)CC1C[C@@H](N(C1)C(=O)OC(C)(C)C)C(=O)OC